(5-amino-8-methyl-5,6,7,8-tetrahydro-1,8-naphthyridin-2-yl) phosphonate hydrochloride Cl.P(OC1=NC=2N(CCC(C2C=C1)N)C)(O)=O